C(=O)(OC(C)(C)C)N1CCC(CC1)(C)C1=CC=C(C=C1)Br N-Boc-4-(4-bromophenyl)-4-methylpiperidine